C1(CCCC1)C(=O)OC(C1=CC=CC=C1)=O benzoic cyclopentanoic anhydride